OCCCCN(C(=O)C1=C(C2=C(S1)C=CC(=C2)C2=CN(C(C=C2)=O)C)C)CC2=CC=NN2C N-(4-hydroxybutyl)-3-methyl-N-((1-methyl-1H-pyrazol-5-yl)methyl)-5-(1-methyl-6-oxo-1,6-dihydropyridin-3-yl)benzo[b]thiophene-2-carboxamide